2-chloro-4-((2,3-dimethylbenzyl)amino)pyrimidin-5-carboxamide ClC1=NC=C(C(=N1)NCC1=C(C(=CC=C1)C)C)C(=O)N